2-methyl-3-(naphthalen-2-yl)-5-(thiophen-2-yl)-1H-pyrrole CC=1NC(=CC1C1=CC2=CC=CC=C2C=C1)C=1SC=CC1